N1C=CC2=C1C=CC=1C=3C=CC=CC3C=CC12 phenanthroAzole